C(C)(C)(C)C1=NOC(=N1)C(=O)N[C@H]1CCCCC2=C1C=CC(=C2)C2=CC(=NC=C2)NC(=O)[C@@H]2[C@@H](C2)C#N 3-(tert-butyl)-N-((S)-2-(2-((1S,2R)-2-cyanocyclopropane-1-carboxamido)pyridin-4-yl)-6,7,8,9-tetrahydro-5H-benzo[7]annulen-5-yl)-1,2,4-oxadiazole-5-carboxamide